BrC1(CCC1)C(=O)O 1-bromocyclobutan-1-carboxylic acid